CN(C/C=C/C(=O)NC1CCC(CC1)NC(=O)C=1SC(=CC1)C)C (E)-N-(4-(4-(dimethylamino)but-2-enamido)cyclohexyl)-5-methylthiophene-2-carboxamide